ClC=1C=NC(=CC1)N1N=NN=C1CN(C1CCC(CC1)(C)O)C1CC1 3-chloro-6-(5-((cyclopropyl-((1s,4s)-4-hydroxy-4-methylcyclohexyl)amino)methyl)-1H-tetrazol-1-yl)pyridine